O=C1NC(CCC1N1C(C2=CC=CC(=C2C1=O)N1CCN(CC1)C(=O)C1CCNCC1)=O)=O 4-{4-[2-(2,6-dioxopiperidin-3-yl)-1,3-dioxo-2,3-dihydro-1H-isoindol-4-yl]piperazine-1-carbonyl}piperidin